2-(1-bromonaphthalen-4-yl)-1,10-phenanthroline BrC1=CC=C(C2=CC=CC=C12)C1=NC2=C3N=CC=CC3=CC=C2C=C1